azetidinium hydroiodide I.[NH2+]1CCC1